4-((4-(cyclopropanecarbonyl)piperazin-1-yl)methyl)-N-(3-(4-methyl-1H-imidazol-1-yl)-5-(trifluoromethyl)phenyl)benzamide C1(CC1)C(=O)N1CCN(CC1)CC1=CC=C(C(=O)NC2=CC(=CC(=C2)C(F)(F)F)N2C=NC(=C2)C)C=C1